methyl 1-(5-methoxypyridin-3-yl)-1H-pyrazole-4-carboxylate COC=1C=C(C=NC1)N1N=CC(=C1)C(=O)OC